4-(cyclohexylamino)-2-((8-(pyrrolidine-1-carbonyl)-2,3-dihydrobenzo[b][1,4]dioxin-5-yl)amino)-7H-pyrrolo[2,3-d]pyrimidine-5-carbonitrile C1(CCCCC1)NC=1C2=C(N=C(N1)NC1=CC=C(C=3OCCOC31)C(=O)N3CCCC3)NC=C2C#N